3-hydroxy-N-[(1R)-1-(3-methoxyphenyl)ethyl]butanamide OC(CC(=O)N[C@H](C)C1=CC(=CC=C1)OC)C